(R)-2-(2-(2,3-dimethoxybenzyl)azepan-1-yl)-6-morpholinopyrimidin-4(3H)-one COC1=C(C[C@@H]2N(CCCCC2)C2=NC(=CC(N2)=O)N2CCOCC2)C=CC=C1OC